[Si](C)(C)(C(C)(C)C)OC1CC(N(C1)C(=O)[O-])C(=O)[O-] 4-((tert-butyldimethylsilyl)oxy)pyrrolidine-1,2-dicarboxylate